3-chloro-5-vinyl-pyrazolo[1,5-a]pyridine-7-carbonitrile ClC=1C=NN2C1C=C(C=C2C#N)C=C